ClC(COC([O-])=O)(Cl)Cl 2,2,2-trichloroethylcarbonate